C(#N)C=1C(=NC=C(C1)F)OC=1C=CC(=NC1)NC(C(C)N1C[C@@H](C(CC1)(F)F)C1=CNC(C=C1)=O)=O N-(5-((3-cyano-5-fluoropyridin-2-yl)oxy)pyridin-2-yl)-2-((S)-4,4-difluoro-3-(6-oxo-1,6-dihydropyridin-3-yl)piperidin-1-yl)propanamide